FC1=CC(=C(OC2=CC(=C(C=C2)NC(OCC=2C(=C3C(N(CC3=CC2)C2C(NC(CC2)=O)=O)=O)OC)=O)C)C=C1F)C [2-(2,6-dioxopiperidin-3-yl)-4-methoxy-3-oxo-2,3-dihydro-1H-isoindol-5-yl]methyl N-[4-(4,5-difluoro-2-methylphenoxy)-2-methylphenyl]carbamate